2-(4,4-difluoropiperidin-1-yl)-5-(trifluoromethyl)nicotinamide FC1(CCN(CC1)C1=C(C(=O)N)C=C(C=N1)C(F)(F)F)F